CC1=C(C=NC=C1)S(=O)(=O)NC1=NC=NC=C1 4-methyl-N-(pyrimidin-4-yl)pyridine-3-sulfonamide